OCCC#CC1=CC2=C(OC[C@@H](C(N2C)=O)NC(C(=O)NC[C@H](C)C2=CC=CC=C2)=O)C=C1 N1-((S)-7-(4-hydroxybut-1-yn-1-yl)-5-methyl-4-oxo-2,3,4,5-tetrahydrobenzo[b][1,4]oxazepin-3-yl)-N2-((R)-2-phenylpropyl)oxalamide